isoheptylammonium C(CCCC(C)C)[NH3+]